(1-cyclohexyloxy-2,2,6,6-tetramethylpiperidin-4-yl)butylamine C1(CCCCC1)ON1C(CC(CC1(C)C)CCCCN)(C)C